7-methoxy-4-oxo-3,4-dihydroquinoline-3-carbonitrile COC1=CC=C2C(C(C=NC2=C1)C#N)=O